(1S,2S)-N1,N2-dimethylcyclopentane-1,2-diamine CN[C@@H]1[C@H](CCC1)NC